COC1=CC=C(C=C1)[I+]C1=CC=C(C=C1)OC bis(4-(methoxy)phenyl)iodonium